1,3-difluoro-2-(methylsulfonyl)-4-nitrobenzene FC1=C(C(=C(C=C1)[N+](=O)[O-])F)S(=O)(=O)C